7-(2,8-Dimethylimidazo[1,2-b]pyridazin-6-yl)-5-fluoro-3-[1-(propan-2-yl)piperidin-4-yl]cinnoline CC=1N=C2N(N=C(C=C2C)C2=CC(=C3C=C(N=NC3=C2)C2CCN(CC2)C(C)C)F)C1